1-(benzylsulfonyl)-4-(3-(methoxy-d3)phenyl)-3-((methyl(methyl-d3)amino)methyl)piperidin-4-ylbenzoate C(C1=CC=CC=C1)S(=O)(=O)N1CC(C(CC1)(C1=CC(=CC=C1)OC([2H])([2H])[2H])OC(C1=CC=CC=C1)=O)CN(C([2H])([2H])[2H])C